Cl(=O)(=O)[O-].[Na+] NATRIUM CHLORAT